COC(C1=C(C(=C(C=C1)OC1CC(C1)NC(C)C)OC)C=C)=O methyl-2-ethenyl-3-methoxy-4-[(1r,3r)-3-(isopropylamino)cyclobutoxy]benzoate